methyl 6-chloro-5-[(3,5-difluorophenyl) methoxy]pyridine-3-carboxylate ClC1=C(C=C(C=N1)C(=O)OC)OCC1=CC(=CC(=C1)F)F